ClC1=CC=C(OC2=CC=C(C=C2)C=2N=NNN2)C=C1 5-(4-(4-Chlorophenoxy)phenyl)-2H-tetrazole